C(C)(=O)NC1C[C@H]2CC(C[C@H]2C1)C(=O)NC1=NC=C(C(=C1)C=1C=C(N2CC(CC12)(C)C)C(=O)N)Cl 7-(2-((2r,3aR,5s,6aS)-5-(acetylamino)octahydropentalene-2-carboxamido)-5-chloropyridin-4-yl)-2,2-dimethyl-2,3-dihydro-1H-pyrrolizine-5-carboxamide